(diphenyltriazinyl)[(pyridineyl)dibenzothiophenyl]biphenyl C1(=CC=CC=C1)C1=C(C(=NN=N1)C=1C(=C(C=CC1)C1=CC=CC=C1)C1=C(C=CC=2SC3=C(C21)C=CC=C3)C3=NC=CC=C3)C3=CC=CC=C3